(R)-6-(4-chlorobenzyl)-9-isopropyl-7,10-dioxo-N-phenyl-2,6,9-triazaspiro-[4.5]decane-2-carboxamide ClC1=CC=C(CN2[C@@]3(CCN(C3)C(=O)NC3=CC=CC=C3)C(N(CC2=O)C(C)C)=O)C=C1